4-[(1-methylcyclopropyl)amino]furo[2,3-d]pyrimidine-5-carboxamide CC1(CC1)NC=1C2=C(N=CN1)OC=C2C(=O)N